[Sn].[P].[In].[Cu] copper indium phosphorus tin